FC(CO)(F)C=1C(=C(C=CC1)[C@@H](C)NC1=NC(=NC2=CC3=C(C=C12)C(C(N3C)=O)(C)C)C)F (R)-4-((1-(3-(1,1-difluoro-2-hydroxyethyl)-2-fluorophenyl)ethyl)amino)-2,6,6,8-tetramethyl-6,8-dihydro-7H-pyrrolo[3,2-g]quinazolin-7-one